C(CCC=O)=O Succinaldehyde